(S)-8-(6-((R)-1-(4'-(tert-butyl)-3-(3-methyl-1H-pyrazol-1-yl)-[1,1'-biphenyl]-4-yl)-2,2,2-trifluoroethoxy)-2-methylpyrimidin-4-yl)-2,8-diazaspiro[4.5]decane-3-carboxylic acid C(C)(C)(C)C1=CC=C(C=C1)C1=CC(=C(C=C1)[C@H](C(F)(F)F)OC1=CC(=NC(=N1)C)N1CCC2(C[C@H](NC2)C(=O)O)CC1)N1N=C(C=C1)C